2-methoxy-5-(6-vinyl-chroman-2-yl)pyridine COC1=NC=C(C=C1)C1OC2=CC=C(C=C2CC1)C=C